methyl-(4-((3-nitrobenzyl)oxy)phenyl)sulfane CSC1=CC=C(C=C1)OCC1=CC(=CC=C1)[N+](=O)[O-]